N-(3-fluoro-7-hydroxy-4,7-dimethyl-8-oxo-5,6,7,8-tetrahydro-naphthalen-1-yl)acetamide FC=1C=C(C=2C(C(CCC2C1C)(C)O)=O)NC(C)=O